CC1(OB(OC1(C)C)C=1C=CC=C2C=NNC12)C 7-(4,4,5,5-tetramethyl-1,3,2-dioxaborolan-2-yl)-1H-Indazole